(2,5-dioxopyrrolidin-1-yl) 4-[[4-(trifluoromethyl) phenyl]methyl]pyrazolo[1,5-a]pyridine-3-carboxylate FC(C1=CC=C(C=C1)CC=1C=2N(C=CC1)N=CC2C(=O)ON2C(CCC2=O)=O)(F)F